(R)-2-acetylpiperazine-1,4-dicarboxylate C(C)(=O)[C@@H]1N(CCN(C1)C(=O)[O-])C(=O)[O-]